1-(6-hydroxy-5-(trifluoromethyl)pyridin-3-yl)propan-2-yl (4-nitrophenyl) carbonate C(OC(CC=1C=NC(=C(C1)C(F)(F)F)O)C)(OC1=CC=C(C=C1)[N+](=O)[O-])=O